FC(C=1C=CC=2N(N1)C(=CN2)C2=CC(=NC=N2)N2CC1(C2)OCCN(C1)S(=O)(=O)C)F 2-(6-(6-(Difluoromethyl)imidazo[1,2-b]pyridazin-3-yl)pyrimidin-4-yl)-8-(methylsulfonyl)-5-oxa-2,8-diazaspiro[3.5]nonane